C1(=CC=CC=C1)CCC1=CC=C(C=C1)NC1=CC=CC2=CC=CC=C12 N-(p-phenylethylphenyl)-1-naphthylamine